dodecyl 4-[(2-hydroxyethyl) amino]-4-oxosulfobutyrate monosodium salt [Na+].OCCNC(CC(C(=O)OCCCCCCCCCCCC)S(=O)(=O)[O-])=O